8-(2,4-dimethoxyphenyl)-2-((2-methoxyphenyl)amino)-5-vinylpyrido[2,3-d]pyrimidin-7(8H)-one COC1=C(C=CC(=C1)OC)N1C(C=C(C2=C1N=C(N=C2)NC2=C(C=CC=C2)OC)C=C)=O